S-bromobenzylglutathione C1=CC=C(C=C1)CN[C@@H](CCC(=O)N[C@@H](CSBr)C(=O)NCC(=O)O)C(=O)O